NC1=NC=NC=2N(C3=CC=C(C=C3C21)[N+](=O)[O-])CC(=O)OCC ethyl 2-(4-amino-6-nitro-9H-pyrimido[4,5-b]indol-9-yl)acetate